CC(C(=O)N1[C@H](COC2=C(C1)C=CC(=C2)C(=O)NN)C2=CC=CC=C2)(C)C (3S)-4-(2,2-dimethylpropanoyl)-3-phenyl-3,5-dihydro-2H-1,4-benzoxazepine-8-carbohydrazide